C(#N)C1=NC=CC=C1N1CCN(CC1)C=1N=C2N(C(C1C)=O)C=C(C=C2[C@@H](C)NC2=C(C(=O)O)C=CC=C2)C (R)-2-((1-(2-(4-(2-cyanopyridin-3-yl)piperazin-1-yl)-3,7-dimethyl-4-oxo-4H-pyrido[1,2-a]pyrimidin-9-yl)ethyl)amino)benzoic acid